C(C)(C)(C)OC(=O)N1C[C@@H]([C@H](CC1)F)NC(C1=C(C=C(C(=C1)[N+](=O)[O-])N[C@H]1[C@@H](C1)C(F)F)F)=O (3S,4S)-3-(4-(((1R,2R)-2-(difluoromethyl)cyclopropyl)amino)-2-fluoro-5-nitrobenzamido)-4-fluoropiperidine-1-carboxylic acid tert-butyl ester